Cl.NCC(=O)N1CCN(CC1)C1=CC=C(C=C1)NC1=NC(=NC=2C=NNC(C21)=O)C2=CC=CC=C2 4-(4-(4-(2-aminoacetyl)piperazin-1-yl)phenylamino)-2-phenylpyrimidino[4,5-d]pyridazin-5(6H)-one hydrochloride